C(#N)C=1C=CC(=NC1)N1CCN(CC1)CC1=CC(=NS1)NC(=O)NCC 1-(5-((4-(5-cyanopyridin-2-yl)piperazin-1-yl)methyl)isothiazol-3-yl)-3-ethylurea